1,5-anhydrosorbitol C1[C@H](O)[C@@H](O)[C@H](O)[C@H](O1)CO